CC1=CC(=NC=C1OC1=CC(=C2C(=N1)N(C=N2)C)NC2=NC=C(C=C2)C(=O)N2CCN(CC2)C(C)C)C#N 4-methyl-5-[3-methyl-7-[[5-(4-propan-2-ylpiperazine-1-carbonyl)pyridin-2-yl]amino]imidazo[4,5-b]pyridin-5-yl]oxypyridine-2-carbonitrile